1H-indole-3,5-dicarboxylic acid N1C=C(C2=CC(=CC=C12)C(=O)O)C(=O)O